5-cyclopropyl-6-morpholinopyridin-3-amine C1(CC1)C=1C=C(C=NC1N1CCOCC1)N